N-(2-ethoxy-4-(4-methyl-4H-1,2,4-triazol-3-yl)phenyl)-6-methyl-8-(6-oxa-2-azaspiro[3.4]octan-2-yl)pyrido[3,4-d]pyrimidin-2-amine C(C)OC1=C(C=CC(=C1)C1=NN=CN1C)NC=1N=CC2=C(N1)C(=NC(=C2)C)N2CC1(C2)COCC1